2-(4-Fluorophenyl)-N-[4-[(E)-3-[4-[2-hydroxyethyl(methyl)amino]phenyl]prop-2-enoyl]phenyl]acetamide FC1=CC=C(C=C1)CC(=O)NC1=CC=C(C=C1)C(\C=C\C1=CC=C(C=C1)N(C)CCO)=O